N(=O)C1=CC=CC=C1O 6-nitrosophenol